(S)-N-(1-(2-fluorophenyl)-1,4,5,7-tetrahydropyrano[3,4-c]pyrazol-4-yl)-4,5,6,7-tetrahydrobenzo[d]isoxazole-3-carboxamide FC1=C(C=CC=C1)N1N=CC2=C1COC[C@H]2NC(=O)C2=NOC1=C2CCCC1